(2R)-2-(6-{5-chloro-2-[(oxan-4-yl)amino]pyridin-4-yl}-1-oxo-2,3-dihydro-1H-isoindol-2-yl)-N-[(1S)-1-[2-(dimethylamino)pyridin-4-yl]-2-hydroxyethyl]propanamide ClC=1C(=CC(=NC1)NC1CCOCC1)C1=CC=C2CN(C(C2=C1)=O)[C@@H](C(=O)N[C@H](CO)C1=CC(=NC=C1)N(C)C)C